ClC=1C(=NC=CC1)CN1N=C(N=C1)C(=O)N[C@@H]1C(N(C=2N(CC1)N=CC2)C)=O |r| 1-[(3-chloro-2-pyridyl)methyl]-N-[rac-(6S)-4-methyl-5-oxo-7,8-dihydro-6H-pyrazolo[1,5-a][1,3]diazepin-6-yl]-1,2,4-triazole-3-carboxamide